[SiH3]C#C Silyl-Vinylene